BrC1=CC=C2C(=C1C(=O)NC1=CC=C(C=C1)N1C3=C(NC(CC1=O)=O)C1=CC=CC=C1C=C3)OCO2 5-[4-(6-bromo-2,3-methylenedioxybenzoylamino)phenyl]-1H-naphtho[1,2-b][1,4]diazepine-2,4(3H,5H)-dione